3-[3-(4,4-difluoropiperidine-1-carbonyl)-8-quinolyl]-5,6-dihydropyrrolo[3,4-b]pyridin-7-one FC1(CCN(CC1)C(=O)C=1C=NC2=C(C=CC=C2C1)C=1C=C2C(=NC1)C(NC2)=O)F